1-isopropyl-1-cyclohexanol methacrylate C(C(=C)C)(=O)OC1(CCCCC1)C(C)C